(2R)-N-((R or S)-(3-chloro-2,4-difluoro-phenyl)(cis-3-methoxy-cyclobutyl)methyl)-2-methyl-3-oxopiperazine-1-carboxamide ClC=1C(=C(C=CC1F)[C@H](NC(=O)N1[C@@H](C(NCC1)=O)C)[C@@H]1C[C@@H](C1)OC)F |o1:8|